FC(C1=C(N(C2=NC=CC=C21)CC2=CC(=CC=C2)C(F)(F)F)C(=O)N)(F)F 3-(trifluoromethyl)-1-(3-(trifluoromethyl)benzyl)-1H-pyrrolo[2,3-b]pyridine-2-carboxamide